CC1=C2C(=CC(=C1)O2)CC (2-methyl 6-ethyl-1,4-phenylene) ether